O1CCN(CC1)C=1C2=C(N=CN1)N(C(=C2)C2=CC=C(C=C2)NC(=O)C2=NC=CC(=C2)CCN2CCN(CC2)C(=O)OC(C)(C)C)COCC[Si](C)(C)C tert-butyl 4-(2-(2-((4-(4-morpholino-7-((2-(trimethylsilyl)ethoxy)methyl)-7H-pyrrolo[2,3-d]pyrimidin-6-yl)phenyl)carbamoyl)pyridin-4-yl)ethyl)piperazine-1-carboxylate